O1C2=C(OC=C1)C(=CC=C2)N benzo[b][1,4]dioxin-5-amine